FC(C(C(F)(F)F)(F)F)(F)SCC(F)(F)F (2,2,2-trifluoroethyl) (perfluoro-n-propyl) sulfide